C(=CC)N1CCOCC1 propenyl-morpholine